C(CCCCCCCCCCC)NC(=O)N(CCCC)CCCC N-dodecyl-N',N'-dibutylurea